OC1=C(C(=CC(=C1CC=C(C)C)O)OC)C(/C=C/C1=CC=C(C=C1)C(C(=O)O)N(C=O)\C=C/SC(C)=O)=O.CCCC(CC)C1=NC2=CC=CC=C2C=C1 2-(4-n-hexyl)quinoline 4-((E)-3-(2,4-dihydroxy-6-methoxy-3-(3-methylbut-2-en-1-yl)phenyl)-3-oxoprop-1-en-1-yl)phenyl-2-(N-((Z)-2-(acetylthio)vinyl)formamido)acetate